FC1=C(CC2CCN(CC2)CCCNC(=O)N2CCN(CC2)C2=NC(=NO2)C2=CC=C(C=C2)OC(F)(F)F)C=CC=C1 N-(3-(4-(2-fluorobenzyl)piperidin-1-yl)propyl)-4-(3-(4-(trifluoromethoxy)phenyl)-1,2,4-oxadiazol-5-yl)piperazine-1-carboxamide